2-[5-(4-Methoxyphenyl)-2H-1,2,3-triazol-4-yl]-1-methyl-2,3-dihydro-quinazolin-4-one COC1=CC=C(C=C1)C=1C(=NNN1)C1N(C2=CC=CC=C2C(N1)=O)C